S(=O)(=O)(O)C=1C=C(C=C(C(=O)O)C1)C(=O)O 5-(sulfo)-isophthalic acid